5-Bromo-N-(7-bromo-2-oxo-2,3,4,5-tetrahydro-1H-benzo[b]azepin-3-yl)-6-methyl-4-oxo-1-phenyl-1,4-dihydropyridazine-3-carboxamide BrC=1C(C(=NN(C1C)C1=CC=CC=C1)C(=O)NC1CCC2=C(NC1=O)C=CC(=C2)Br)=O